4-fluoro-2-(phenylethynyl)aniline FC1=CC(=C(N)C=C1)C#CC1=CC=CC=C1